2,5-dioxo-2,5-dihydro-1H-pyrrol-1-yl 3-(2-(2,5-dioxo-2,5-dihydro-1H-pyrrol-1-yl)ethoxy)propanoate O=C1N(C(C=C1)=O)CCOCCC(=O)ON1C(C=CC1=O)=O